ClC1=C(CNC(=O)[C@]2(C=3C=CC=NC3[C@@H](CC2)O)F)C=CC=C1C(F)(F)F (5S,8R)-N-(2-chloro-3-(trifluoromethyl)benzyl)-5-fluoro-8-hydroxy-5,6,7,8-tetrahydroquinoline-5-carboxamide